FC1=C(C(=NC=C1)N1CCN(CC1)C(=O)OCCCC)OC butyl 4-(4-fluoro-3-methoxypyridin-2-yl)piperazine-1-carboxylate